C(C)(C)(C)C1=C(C(=CC(=C1)C1=C2N(C3=CC=CC=C13)C=CC=C2C)C(C)(C)C)O 2,6-di-tert-butyl-4-(9-methylpyrido[1,2-a]indol-10-yl)phenol